((3-hydroxypropyl)azanediyl)bis(heptane-7,1-diyl) bis(5,5-bis(((Z)-oct-5-en-1-yl)oxy)pentanoate) C(CCC\C=C/CC)OC(CCCC(=O)OCCCCCCCN(CCCCCCCOC(CCCC(OCCCC\C=C/CC)OCCCC\C=C/CC)=O)CCCO)OCCCC\C=C/CC